O=S1(CC(C=C1)N(C(CC=1C=NC(=CC1)C1=C(C=C(C=C1)F)O)=O)CC1=CC(=NC=C1)OC)=O N-(1,1-dioxido-2,3-dihydrothiophen-3-yl)-2-(6-(4-fluoro-2-hydroxyphenyl)pyridin-3-yl)-N-((2-methoxypyridin-4-yl)methyl)acetamide